N-((1R,2S)-8'-(azetidin-1-yl)-2-methyl-4'H-spiro[cyclopropane-1,5'-naphtho[2,1-d]isoxazol]-3'-yl)-4-((R)-3,4-dimethylpiperazine-1-carbonyl)-2,6-dimethoxybenzenesulfonamide N1(CCC1)C1=CC=C2[C@]3(CC=4C(=NOC4C2=C1)NS(=O)(=O)C1=C(C=C(C=C1OC)C(=O)N1C[C@H](N(CC1)C)C)OC)[C@H](C3)C